OCC1N(CCC1)C(=O)N 2-(hydroxymethyl)pyrrolidine-1-carboxamide